ClC1=CC=C2C(=N1)N(C=N2)CC2=CC=C(C=C2)OC 5-chloro-3-(4-methoxybenzyl)-3H-imidazo[4,5-b]pyridine